N-((S)-1-amino-3-hydroxy-2-methyl-1-oxopropan-2-yl)-2-methyl-5-((cis-3-(trifluoromethyl)cyclobutyl)methyl)benzofuran-3-carboxamide NC([C@@](CO)(C)NC(=O)C1=C(OC2=C1C=C(C=C2)C[C@@H]2C[C@@H](C2)C(F)(F)F)C)=O